FC(C=1C(=C(C=CC1)[C@@H](C)NC=1C2=C(N=C(N1)C)N=C(C(=C2)C2CCS(CC2)(=O)=O)OCCOC)F)F (R)-4-(4-((1-(3-(difluoromethyl)-2-fluorophenyl)ethyl)amino)-7-(2-methoxyethoxy)-2-methylpyrido[2,3-d]pyrimidin-6-yl)tetrahydro-2H-thiopyran 1,1-dioxide